C1=NC=CC2=C(C=CC=C12)C=1N=C(C(NC1)=O)NCCC1=CC=CC=C1 (isoquinolin-5-yl)-2-oxo-3-(phenethylamino)pyrazin